3-(3,4,5-trifluorophenoxy)azetidine FC=1C=C(OC2CNC2)C=C(C1F)F